NCCCCCCCC(=O)OCC(CCCCCC)CCCCCC 2-hexyloctyl 8-aminocaprylate